8-Bromo-2-(2-(4-hydroxyphenyl)-2-oxoethyl)-1,3,4,12a-tetrahydrobenzo[e]pyrazino[1,2-a][1,4]diazepine-6,12(2H,11H)-dione BrC1=CC2=C(NC(C3N(C2=O)CCN(C3)CC(=O)C3=CC=C(C=C3)O)=O)C=C1